diethylmethyleneammonium chloride [Cl-].C(C)C(CC)=[NH2+]